CN1C2=C(SC3=C1N=CC(=C3)C3=CC(=C(C(=C3)C)O)C)C=C(C=C2)C2=CC(=C(C(=C2)C)O)C 4,4'-(10-methyl-10H-benzo[b]pyrido[2,3-e][1,4]thiazine-3,7-diyl)-bis-(2,6-dimethylphenol)